C1(=CC=CC2=CC=CC=C12)C(=O)N1CCN(CC1)C(C(CCCCNC(C=C)=O)N)=O N-(6-(4-(1-naphthoyl)piperazin-1-yl)-5-amino-6-oxohexyl)acrylamide